CN(C)C/C=C/1\CCC2=CC=C(C=C12)OC(C)C N,N-Dimethyl[(E)-2-(6-isopropoxy-1-indanylidene)ethyl]amine